hexamethylenediamine toluenedisulfonate C(C1=CC=CC=C1)(S(=O)(=O)O)S(=O)(=O)O.NCCCCCCN